ClC=1C=C2C=C(NC2=C(C1)NC1CCCC1)C1=CC=C(C(=O)OC)C=C1 methyl 4-(5-chloro-7-(cyclopentylamino)-1H-indol-2-yl)benzoate